3-amino-6-methyl-N-(2-{5-oxo-2,6-diazaspiro[3.3]heptan-2-yl}-5,6,7,8-tetrahydroquinolin-6-yl)thieno[2,3-b]pyridine-2-carboxamide NC1=C(SC2=NC(=CC=C21)C)C(=O)NC2CC=1C=CC(=NC1CC2)N2CC1(C2)C(NC1)=O